C(C=C)N1C(=CC2=CC=CC=C12)C N-allyl-2-methylindole